C(C1=CC=CC=C1)S(=O)(=O)N[C@H](CO)C(=O)N[C@@H](CCC1=CC=CC=C1)C(=O)O benzylsulfonyl-D-seryl-homophenylalanine